dicarbonyldicyclopentaneDienyl-titanium C(=O)=[Ti](C1=CC=CC1)(C1=CC=CC1)=C=O